tert-butyl (E)-3-(2-(5-(benzyloxy)-6-(methoxycarbonyl)-4-oxo-4H-pyran-2-yl)vinyl)-3-((tert-butoxycarbonyl)amino)azepane-1-carboxylate C(C1=CC=CC=C1)OC=1C(C=C(OC1C(=O)OC)/C=C/C1(CN(CCCC1)C(=O)OC(C)(C)C)NC(=O)OC(C)(C)C)=O